O(CCC(C)O)CCC(C)O 4,4'-Oxydi-2-butanol